C[Si](C)(C)[N-][Si](C)(C)C.[Li+] lithium bistrimethylsilylamide